C(CCC\C=C/CC)OC(CCC(=O)OCCCCC(CCCCOC(CCC(OCCCC\C=C/CC)OCCCC\C=C/CC)=O)OC(=O)C1(CCN(CC1)C)C)OCCCC\C=C/CC 5-((1,4-dimethylpiperidine-4-carbonyl)oxy)nonane-1,9-diyl bis(4,4-bis(((Z)-oct-5-en-1-yl)oxy)butanoate)